NC1=CC=C2C=CC=NC2=C1C#N 7-aminoquinolin-8-carbonitrile